[4-(4-tert-butoxycarbonyl-3-cyclopentyl-phenyl)quinazolin-7-yl]oxyundecanoic acid C(C)(C)(C)OC(=O)C1=C(C=C(C=C1)C1=NC=NC2=CC(=CC=C12)OC(C(=O)O)CCCCCCCCC)C1CCCC1